tert-butyl 4-(2,3-dimethyl-9-(methylthio)-4-oxo-4H-pyrazino[1,2-a]pyrimidin-7-yl)piperazine-1-carboxylate CC=1N=C2N(C(C1C)=O)C=C(N=C2SC)N2CCN(CC2)C(=O)OC(C)(C)C